ClC=1C=C(C(=O)NC(C)C2=NC=CN=C2C2=NN(C=N2)CC2=CC=C(C=C2)OC)C=C(C1)C(F)(F)F 3-chloro-N-[1-[3-[1-[(4-methoxyphenyl)methyl]-1,2,4-triazol-3-yl]pyrazin-2-yl]ethyl]-5-(tri-fluoromethyl)benzamide